O=C1C(=C(C=NN1)N1[C@@H](CCC1)COCC(=O)O)C(F)(F)F 2-[(2S)-1-[6-oxo-5-(trifluoromethyl)-1,6-dihydropyridazin-4-yl]pyrrolidin-2-yl]methoxyacetic acid